NC=1C(=NNC1C)C 4-amino-3,5-dimethylpyrazole